((di-tert-butoxyphosphoryl)oxy)methyl (2-((chlorocarbonyl)(methyl)amino)ethyl)(methyl)carbamate ClC(=O)N(CCN(C(OCOP(=O)(OC(C)(C)C)OC(C)(C)C)=O)C)C